C(#N)C=1C=C(C=CC1I)C(C(=O)OC)(C)C methyl 2-(3-cyano-4-iodophenyl)-2-methylpropionate